CNC(C(=O)O)CCC1=C(C=C(C=C1)C(F)(F)F)F 2-(Methylamino)-4-(2-fluoro-4-(trifluoromethyl)phenyl)butanoic acid